8-fluoro-3,3,5-trimethyl-3,4-dihydro-1H-quinoxaline-2-thione FC=1C=CC(=C2NC(C(NC12)=S)(C)C)C